C(O)C(C(=O)O)(CC)CO bismethylolbutyric acid